dichloroacetyl-2,2,5-trimethyl-1,3-oxazolidine ClC(C(=O)N1C(OC(C1)C)(C)C)Cl